COC(=O)C1=CC=NC=CC=N1 [1,5]diazocine-8-carboxylic acid methyl ester